COC1=C(N)C=CC=C1C=1N=NN(N1)C 2-methoxy-3-(2-methyl-2H-tetrazol-5-yl)aniline